3-isopropyl-5-(1-(6-(4-(methylsulfonyl)phenyl)imidazo[2,1-b][1,3,4]thiadiazol-2-yl)piperidin-4-yl)-1,2,4-oxadiazole C(C)(C)C1=NOC(=N1)C1CCN(CC1)C1=NN2C(S1)=NC(=C2)C2=CC=C(C=C2)S(=O)(=O)C